N1N=CC2=CC(=CC=C12)C#CC1=NC(=NC=C1)C1=NC(=NC=C1)NCC1=CC=C(C=C1)F 4-((1H-Indazol-5-yl)ethynyl)-N-(4-fluorobenzyl)-[2,4'-bipyrimidin]-2'-amine